CC1(CC(C1)N1CC(C1)C1CNCC1)C(=O)O 1-methyl-3-(3-(pyrrolidin-3-yl)azetidin-1-yl)cyclobutane-1-carboxylic acid